C(C)(C)(C)OC(=O)NCCCC[C@@H](C(=O)NCCCN(C(OC(C)(C)C)=O)C[C@@H](CNC(=O)OC(C)(C)C)O)NC(=O)OCC1C2=CC=CC=C2C=2C=CC=CC12 Tert-butyl N-[3-[[(2S)-6-(tert-butoxycarbonylamino)-2-(9H-fluoren-9-ylmethoxycarbonylamino)hexanoyl]amino]propyl]-N-[(2R)-3-(tert-butoxycarbonyl amino)-2-hydroxy-propyl]carbamate